N,N-dimethylbenzenesulfonamide formate C(=O)O.CN(S(=O)(=O)C1=CC=CC=C1)C